iodonickel I[Ni]